7-amino-6-fluoro-3,3,4-trimethylisoindolin-1-one NC=1C(=CC(=C2C(NC(C12)=O)(C)C)C)F